C[C@@H]1CN(C(=CC1)C1=CC(=CC=C1)OC=1C=NC=CC1)C(=O)OC(C)(C)C tert-Butyl (3S)-3-methyl-6-[3-(3-pyridyloxy)phenyl]-3,4-dihydro-2H-pyridine-1-carboxylate